8-fluoro-6-hydroxy-N-[(1-hydroxycyclohexyl)methyl]-4-oxo-4h-chromene-2-carboxamide FC=1C=C(C=C2C(C=C(OC12)C(=O)NCC1(CCCCC1)O)=O)O